5-(4-Fluoro-3-nitrophenyl)-3-methyl-1,2,4-oxadiazole FC1=C(C=C(C=C1)C1=NC(=NO1)C)[N+](=O)[O-]